NC1=NC2=C(C=CC=C2C(=N1)C(=O)NCC1=NC=CC=C1C1=NC=CC=N1)F 2-amino-8-fluoro-N-[(3-pyrimidin-2-yl-2-pyridyl)methyl]quinazoline-4-carboxamide